2-(2-cyclopropyl-3-(2-oxoindolin-5-yl)phenyl)-N-((1R,6S)-2,2-difluoro-6-((1-isopropylpiperidin-4-yl)oxy)cyclohexyl)acetamide C1(CC1)C1=C(C=CC=C1C=1C=C2CC(NC2=CC1)=O)CC(=O)N[C@H]1C(CCC[C@@H]1OC1CCN(CC1)C(C)C)(F)F